N-[(5-cyclopropyl-6-fluoropyridin-2-yl)(phenyl)methyl]-4-fluoro-1-{2-[(methylcarbamoyl)amino]acetyl}pyrrolidine-2-carboxamide C1(CC1)C=1C=CC(=NC1F)C(NC(=O)C1N(CC(C1)F)C(CNC(NC)=O)=O)C1=CC=CC=C1